N-(2-(7-cyclopropyloxy-3-chloronaphthalen-1-yl)ethyl)acetamide C1(CC1)OC1=CC=C2C=C(C=C(C2=C1)CCNC(C)=O)Cl